tributyl-(methyl)phosphine decanoate C(CCCCCCCCC)(=O)O.C(CCC)P(C)(CCCC)CCCC